C1=CC=CC2=CC=CC=C12 (1S,4R,4aS)-naphthalene